N-[3-[2-(difluoromethoxy)-5-(2-fluoroethyl)phenyl]-1-[(dimethylcarbamoyl)methyl]-1H-pyrazol-4-yl]pyrazolo[1,5-a]pyrimidine-3-carboxamide FC(OC1=C(C=C(C=C1)CCF)C1=NN(C=C1NC(=O)C=1C=NN2C1N=CC=C2)CC(N(C)C)=O)F